Cl.Cl.C(C)[C@H]1OC2=CC=C3C=NNC3=C2CNC1 (R)-7-ethyl-7,8,9,10-tetrahydro-1H-[1,4]oxazepino[7,6-g]indazole dihydrochloride